amino-N-[[6-(dimethylamino)pyridin-2-yl]methyl]-6-(2,6-dimethylpyridin-4-yl)-5-(4-fluorophenyl)pyrazine-2-carboxamide NC=1C(=NC(=C(N1)C1=CC=C(C=C1)F)C1=CC(=NC(=C1)C)C)C(=O)NCC1=NC(=CC=C1)N(C)C